C(C)(=O)C1=NN(C2=CC(=CC=C12)SC)CC(=O)N1[C@@H]([C@@H]2C[C@@H]2C1)C(=O)NC1=NC(=CC=C1)Br (1R,2S,5S)-3-(2-(3-Acetyl-6-(methylthio)-1H-indazol-1-yl)acetyl)-N-(6-bromopyridin-2-yl)-3-azabicyclo[3.1.0]hexane-2-carboxamide